COC(=O)C=1C=NN(C1)CC1=CC=C(C=C1)F 1-(4-fluorobenzyl)-1H-pyrazole-4-carboxylic acid methyl ester